BrC1=C(C=C(C=C1)C#N)C=1N(C=C(N1)C#N)C 2-(2-bromo-5-cyanophenyl)-1-methylimidazole-4-carbonitrile